N1(N=CC2=CC=CC=C12)C=1C=C(N)C=CC1 3-(1H-indazol-1-yl)aniline